5-(3-(trifluoromethoxy)phenyl)oxazole-2-carboxamide FC(OC=1C=C(C=CC1)C1=CN=C(O1)C(=O)N)(F)F